C1=NC=CC=2CCC=CC12 6H-isoquinoline